C(CN(CCN)C)N(CCN)C N1,N1'-(ethane-1,2-diyl)bis(N1-methylethane-1,2-diamine)